(2R)-1-[(3S)-3-({5-[2-(difluoromethyl)-1-methyl-1H-imidazol-4-yl]-6-methylpyridin-2-yl}amino)pyrrolidin-1-yl]-2-phenylpropan-1-one FC(C=1N(C=C(N1)C=1C=CC(=NC1C)N[C@@H]1CN(CC1)C([C@H](C)C1=CC=CC=C1)=O)C)F